C(C=C)OC(=O)NC(C(=O)O)CC 2-(((allyloxy)carbonyl)amino)butanoic acid